2,4-dinitrophenol plumbum [Pb].[N+](=O)([O-])C1=C(C=CC(=C1)[N+](=O)[O-])O